N-[(9H-fluoren-9-ylmethoxy)carbonyl]-5,5,5-trifluoro-L-norvaline benzyl ester C(C1=CC=CC=C1)OC([C@@H](NC(=O)OCC1C2=CC=CC=C2C=2C=CC=CC12)CCC(F)(F)F)=O